4-amino-N-(cyclopropylmethyl)-N-((5-(pentafluoro-λ6-sulfaneyl)pyridin-2-yl)methyl)imidazo[1,5-a]quinoxaline-8-carboxamide NC=1C=2N(C3=CC(=CC=C3N1)C(=O)N(CC1=NC=C(C=C1)S(F)(F)(F)(F)F)CC1CC1)C=NC2